MethylolAmide C(O)[NH-]